The molecule is a 3-hydroxy steroid that is estra-1,3,5(10)-triene substituted by hydroxy groups at positions 3 and 16. It is a 3-hydroxy steroid and a 16beta-hydroxy steroid. It derives from a hydride of an estrane. C[C@]12CC[C@H]3[C@H]([C@@H]1C[C@@H](C2)O)CCC4=C3C=CC(=C4)O